(6-cyclopropyl-2-(((4-(2-hydroxypropan-2-yl)-2-((1S*,2S*)-2-(4-methylpyrimidin-2-yl)cyclopropyl)quinolin-7-yl)amino)methyl)imidazo[1,2-a]pyridin-8-yl)-3-methylimidazolidine-2,4-dione C1(CC1)C=1C=C(C=2N(C1)C=C(N2)CNC2=CC=C1C(=CC(=NC1=C2)[C@@H]2[C@H](C2)C2=NC=CC(=N2)C)C(C)(C)O)N2C(N(C(C2)=O)C)=O |o1:24,25|